4-nicotinoylpiperazin C(C1=CN=CC=C1)(=O)N1CCNCC1